Benzo[d]-1,2-diazol N1N=CC2=C1C=CC=C2